3-(2-aminopyrimidin-5-yl)-9-(1-((6-chloro-2-(4-hydroxypiperidin-1-yl)pyridin-3-yl)amino)ethyl)-7-methyl-4-(methyl-d3)imidazo[1,5-a]quinazolin-5(4H)-one NC1=NC=C(C=N1)C=1N=CN2C1N(C(C1=CC(=CC(=C21)C(C)NC=2C(=NC(=CC2)Cl)N2CCC(CC2)O)C)=O)C([2H])([2H])[2H]